CC=1C(=C(C(=O)O)C=CC1)S(N(C)C)(=O)=O methyl-2-(N,N-dimethyl-sulfamoyl)benzoic acid